(S)-(7-(3,4-dimethoxyphenyl)pyrazolo[1,5-a]pyrimidin-2-yl)(3-methyl-4-(thiophene-3-carbonyl)piperazin-1-yl)methanone COC=1C=C(C=CC1OC)C1=CC=NC=2N1N=C(C2)C(=O)N2C[C@@H](N(CC2)C(=O)C2=CSC=C2)C